(2R)-1,7,7-trimethylbicyclo[2.2.1]heptan-2-yl 4-(4,4-dimethyl-2-(2-oxoethyl)pentyl)benzoate CC(CC(CC1=CC=C(C(=O)O[C@H]2C3(CCC(C2)C3(C)C)C)C=C1)CC=O)(C)C